C[C@H]1N([C@H](CC1)C)C1=C(CN(C2(CCN(CC2)C(=O)N2N=C(C=C2)C(=O)O)C)C)C=CC(=C1)C(F)(F)F 1-(4-((2-((2R,5S)-2,5-dimethylpyrrolidin-1-yl)-4-(trifluoromethyl)benzyl)(methyl)amino)-4-methylpiperidine-1-carbonyl)-1H-pyrazole-3-carboxylic acid